N-(4-(5-methyl-1,3,4,5-tetrahydro-2H-pyrido[4,3-b]indol-2-yl)butyl)-4-(pyridin-3-yl)benzamide CN1C2=C(C=3C=CC=CC13)CN(CC2)CCCCNC(C2=CC=C(C=C2)C=2C=NC=CC2)=O